3-(cyclohexylmethyl)-6-{[2-(1-methylpyrazol-4-yl)-4-pyridyl]oxy}-2H-1,3-benzoxazin-4-one C1(CCCCC1)CN1COC2=C(C1=O)C=C(C=C2)OC2=CC(=NC=C2)C=2C=NN(C2)C